C(=O)O.CN(C)CC1(CC1)COC=1N=C(C2=C(N1)CN(C2)C(=O)C2=CC(=CC1=CC=CC(=C21)I)O)N2CC(NCCC2)=O 4-(2-((1-((dimethylamino)methyl)cyclopropyl)methoxy)-6-(3-hydroxy-8-iodo-1-naphthoyl)-6,7-dihydro-5H-pyrrolo[3,4-d]pyrimidin-4-yl)-1,4-diazepan-2-one formate